O=C1N[C@H]2[C@@H](OC1)CCN(C2)C(=O)N2CC(C2)OCC=2C=C(OCCNC(OCC1=CC=CC=C1)=O)C=CC2 benzyl (2-(3-(((1-((4aR,8aS)-3-oxooctahydro-2H-pyrido[4,3-b][1,4]oxazine-6-carbonyl)azetidin-3-yl)oxy)methyl)phenoxy)ethyl)carbamate